3-fluoro-4-isopropyl-N-(6-methyl-5-(7-(methylamino)-1,6-naphthyridin-3-yl)pyridin-3-yl)picolinamide FC=1C(=NC=CC1C(C)C)C(=O)NC=1C=NC(=C(C1)C=1C=NC2=CC(=NC=C2C1)NC)C